BrCCCCCC(=O)OCCCCCCC(C)C 7-methyloctyl 6-bromohexanoate